perfluorodimethyl-dioxole FC1(OC(=C(O1)C(F)(F)F)C(F)(F)F)F